S(N)(OC[C@@H]1[C@H](C[C@@H](C1)NC1=NC=NC=C1C(=O)C=1SC(=C(C1)[C@@H]1OCCC2=CC=CC=C12)C)O)(=O)=O [(1R,2S,4R)-4-{[5-({4-[(1R)-3,4-dihydro-1H-isochromen-1-yl]-5-methyl-2-thienyl}carbonyl)pyrimidin-4-yl]amino}-2-hydroxycyclopentyl]methyl sulfamate